(1S,3R)-1-(2,6-Difluoro-4-(((S)-1-(3-fluoropropyl)pyrrolidin-3-yl)oxy)phenyl)-3-methyl-2-(2,2,2-trifluoroethyl)-1,2,3,4-tetrahydroisoquinolin-6-ol FC1=C(C(=CC(=C1)O[C@@H]1CN(CC1)CCCF)F)[C@H]1N([C@@H](CC2=CC(=CC=C12)O)C)CC(F)(F)F